(S)-4-(6-fluoropyridin-3-yl)-6-(2-hydroxypropoxy)-pyrazolo[1,5-a]pyridine-3-carbonitrile FC1=CC=C(C=N1)C=1C=2N(C=C(C1)OC[C@H](C)O)N=CC2C#N